N(=[N+]=[N-])C(CCCC(C(=O)O)NC(=O)OC(C)(C)C)CC(OF)(OF)OF 4-azido-6,6,6-trifluorooxyhexyl-2-((tert-butoxycarbonyl)amino)acetic acid